CC(C)(CC(NC(=O)N)=O)NC(=O)C1=NC=CC=C1 N-(2-methyl-4-oxo-4-ureidobutan-2-yl)pyridinecarboxamide